The molecule is a derivative of isocyanuric acid having a 6-isocyanatohexyl group at each of the 1-, 3- and 5-positions. It derives from an isocyanuric acid. C(CCCN1C(=O)N(C(=O)N(C1=O)CCCCCCN=C=O)CCCCCCN=C=O)CCN=C=O